(2E)-3-(2-bromopyridin-4-yl)-N-(4-hydroxyphenyl)prop-2-enamide BrC1=NC=CC(=C1)/C=C/C(=O)NC1=CC=C(C=C1)O